4-(aminomethyl)-6-(5-(cyclopentanecarbonyl)-4,5,6,7-tetrahydropyrazolo[1,5-a]pyrazin-3-yl)phthalazin-1(2H)-one NCC1=NNC(C2=CC=C(C=C12)C=1C=NN2C1CN(CC2)C(=O)C2CCCC2)=O